(rac)-6-{[3-(2,3-dichloro-6-fluorophenyl)-1-(prop-2-enoyl)pyrrolidin-3-yl]amino}-8-fluoro-3-(1H-pyrazol-3-yl)quinazolin-4-one ClC1=C(C(=CC=C1Cl)F)[C@]1(CN(CC1)C(C=C)=O)NC=1C=C2C(N(C=NC2=C(C1)F)C1=NNC=C1)=O |r|